OC=1C=C(C=CC1O)CC(C(=O)[O-])=O 3,4-dihydroxyphenylpyruvate